hexacosyl-tridecane C(CCCCCCCCCCCCCCCCCCCCCCCCC)CCCCCCCCCCCCC